6-[5-[(1R)-1-[[6,8-bis(trifluoromethyl)quinazolin-4-yl]-methyl-amino]ethyl]-1,2,4-triazol-1-yl]pyridine-3-carbonitrile FC(C=1C=C2C(=NC=NC2=C(C1)C(F)(F)F)N([C@H](C)C1=NC=NN1C1=CC=C(C=N1)C#N)C)(F)F